CAPRYLOYL-GLYCINE C(CCCCCCC)(=O)NCC(=O)O